N-(4-(2,5-difluorophenyl)-6-(5,5-difluorotetrahydro-2H-pyran-2-yl)pyrimidin-5-yl)-3-(trifluoromethyl)isoxazole-5-carboxamide FC1=C(C=C(C=C1)F)C1=NC=NC(=C1NC(=O)C1=CC(=NO1)C(F)(F)F)C1OCC(CC1)(F)F